N-(7-chloro-6-(1-((3S,4S)-4-hydroxy-3-methyltetrahydrofuran-3-yl)piperidin-4-yl)isoquinolin-3-yl)-2-(3-(trifluoromethyl)-1H-pyrazol-1-yl)acetamide ClC1=C(C=C2C=C(N=CC2=C1)NC(CN1N=C(C=C1)C(F)(F)F)=O)C1CCN(CC1)[C@]1(COC[C@H]1O)C